perchloromethylthio alcohol ClC(SO)(Cl)Cl